N-(3-(1H-Indol-4-yl)phenethyl)-2-ethynylthiazole-4-carboxamide N1C=CC2=C(C=CC=C12)C=1C=C(CCNC(=O)C=2N=C(SC2)C#C)C=CC1